6-((6-chloro-2-cyano-1-(1-isopropyl-1H-pyrazol-4-yl)-1H-indol-3-yl)thio)picolinic acid ClC1=CC=C2C(=C(N(C2=C1)C=1C=NN(C1)C(C)C)C#N)SC1=CC=CC(=N1)C(=O)O